4-((4-((5-Cyclopropyl-3-(3,5-dichloropyridin-4-yl)isoxazol-4-yl)methoxy)bicyclo[2.2.2]octan-1-yl)methoxy)isochinolin C1(CC1)C1=C(C(=NO1)C1=C(C=NC=C1Cl)Cl)COC12CCC(CC1)(CC2)COC2=CN=CC1=CC=CC=C21